2-bromo-5-ethyl-4,7-dihydro[1,2,4]triazolo[1,5-a]pyrimidin-7-one BrC1=NN2C(NC(=CC2=O)CC)=N1